ClC=1C=C(C=CC1F)N1C=C(C=2C(C(CCC12)(F)F)O)S(=O)(=O)C 1-(3-chloro-4-fluorophenyl)-5,5-difluoro-3-(methylsulfonyl)-4,5,6,7-tetrahydro-1H-indol-4-ol